butyl (7-(benzylthio)-5-bromoquinolin-2-yl)carbamate C(C1=CC=CC=C1)SC1=CC(=C2C=CC(=NC2=C1)NC(OCCCC)=O)Br